3-(1,4-dimethyl-1H-benzo[d][1,2,3]triazol-5-yl)-3-(3-(((R)-2-ethyl-2,3-dihydro-[1,4]oxazepino[6,7-b]quinolin-4(5H)-yl)methyl)-4-methylphenyl)-2,2-dimethylpropanoic acid methyl ester COC(C(C(C1=CC(=C(C=C1)C)CN1C[C@H](OC=2C(=NC=3C=CC=CC3C2)C1)CC)C1=C(C2=C(N(N=N2)C)C=C1)C)(C)C)=O